(R)-2-(1-(6-(difluoromethoxy)-5-methylpyridin-3-yl)piperidin-3-yl)-9-fluoro-8-methoxy-[1,2,4]triazolo[1,5-c]quinazolin-5-amine FC(OC1=C(C=C(C=N1)N1C[C@@H](CCC1)C1=NN2C(=NC=3C=C(C(=CC3C2=N1)F)OC)N)C)F